ClC1=CC=C(C(=N1)C(=O)NS(=O)(=O)C)N[C@H](C)C=1C=C(C=C2C(N(C(=NC12)N1C[C@H]2C([C@H]2C1)C1=NC=C(C=N1)C)C)=O)C 6-chloro-3-(((1R)-1-(3,6-dimethyl-2-((1R,5S)-6-(5-methylpyrimidin-2-yl)-3-azabicyclo[3.1.0]hexan-3-yl)-4-oxo-3,4-dihydroquinazolin-8-yl)ethyl)amino)-N-(methylsulfonyl)picolinamide